N'-{2,5-dimethyl-4-[(1-(pyridin-2-yl)-1H-pyrazol-3-yl)oxy]phenyl}-N-ethyl-N-methylformamidine CC1=C(C=C(C(=C1)OC1=NN(C=C1)C1=NC=CC=C1)C)N=CN(C)CC